C(C)C(COC(CCCCC(CN(CCCC(=O)OCCN1CCN(CC1)CCSSCCCCN(CC(CCCCC(=O)OCCCC)O)CC(CCCCC(=O)OCCCC)O)CC(CCCCC(OCC(CC)CC)=O)O)O)=O)CC Dibutyl 7,7'-((4-((2-(4-(2-((4-(bis(7-(2-ethylbutoxy)-2-hydroxy-7-oxoheptyl)amino)-butanoyl)oxy)ethyl)piperazin-1-yl)ethyl)disulfaneyl)butyl)azanediyl)bis(6-hydroxyheptanoate)